FC(C1=CC=C(CN2C=CC3=CC(=CC(=C23)C(=O)NCC2=CC=C(C(=O)O)C=C2)C2=CC(=CC=C2)C(F)(F)F)C=C1)(F)F 4-((1-(4-(trifluoromethyl)benzyl)-5-(3-(trifluoromethyl)phenyl)-1H-indole-7-carboxamido)methyl)benzoic acid